(3R)-3-({2-[3-(Trifluoromethoxy)phenyl][1,2,4]triazolo[1,5-c]quinazolin-5-yl}amino)azepan-2-one FC(OC=1C=C(C=CC1)C1=NN2C(=NC=3C=CC=CC3C2=N1)N[C@H]1C(NCCCC1)=O)(F)F